C[C@@H](CCC)OC1=C(C(=O)N)C=CC=C1 (2S)-pentan-2-yloxybenzamide